Bis(tri-iso-propyl-cyclopentadienyl)Strontium(II) C(C)(C)C1=C(C(C=C1)(C(C)C)[Sr]C1(C(=C(C=C1)C(C)C)C(C)C)C(C)C)C(C)C